N1(C=NC=C1)CC1=CC=C(C=C1)C=1C(=CC=C(C1)CC(C)C)S(=O)(=O)NC1=NC=CC=N1 4'-((1H-Imidazol-1-yl)methyl)-5-isobutyl-N-(pyrimidin-2-yl)-[1,1'-biphenyl]-2-sulfonamide